FC1(CNC1)C1=NN=C(O1)[C@@]12CN(C[C@]2(C1)C(F)(F)F)C1=C2C=CC=NC2=C(C=C1)C#N 5-((1S,5R)-1-(5-(3-fluoroazetidine-3-yl)-1,3,4-oxadiazol-2-yl)-5-(trifluoromethyl)-3-azabicyclo[3.1.0]hexane-3-yl)quinoline-8-carbonitrile